[Cl-].C(C(=C)C)(=O)OCC[N+](C)(C)CCCCCCCCCCCC methacryloyloxyethyl-dodecyl-dimethyl-ammonium chloride